N-(2,2-dimethylpropyl)-3-methoxy-6-(3-methylanilino)pyridine-2-carboxamide CC(CNC(=O)C1=NC(=CC=C1OC)NC1=CC(=CC=C1)C)(C)C